N-(2-{4-imidazolyl}ethyl)acrylamide N1C=NC(=C1)CCNC(C=C)=O